3-((4-methoxy-5-(1-methyl-1H-benzo[d][1,2,3]triazol-6-yl)pyrrolo[2,1-f][1,2,4]triazin-2-yl)amino)-N-methylbicyclo[1.1.1]pentane-1-carboxamide COC1=NC(=NN2C1=C(C=C2)C=2C=CC1=C(N(N=N1)C)C2)NC21CC(C2)(C1)C(=O)NC